O=S1(CCC(NC2=C1C=CC=C2)=O)=O 1,1-dioxo-2,3-dihydro-1λ6,5-benzothiazepin-4-one